7-(2-chlorophenyl)-1-[2-(dimethylamino)ethyl]-3,4-dihydroquinolin-2(1H)-one ClC1=C(C=CC=C1)C1=CC=C2CCC(N(C2=C1)CCN(C)C)=O